trans-4-methyl-2-[6-methyl-3-(pyrimidin-2-yl)pyridine-2-carbonyl]-3-{[(methyldiphenylsilyl)oxy]methyl}-2-azabicyclo[3.1.1]heptane CC1C(N(C2CC1C2)C(=O)C2=NC(=CC=C2C2=NC=CC=N2)C)CO[Si](C2=CC=CC=C2)(C2=CC=CC=C2)C